3-(Triethoxysilyl)propylsuccinic anhydride C(C)O[Si](CCCC1C(=O)OC(C1)=O)(OCC)OCC